tert-Butyl 4-(4-bromo-3-cyano-benzoyl)-1,4-diazepane-1-carboxylate BrC1=C(C=C(C(=O)N2CCN(CCC2)C(=O)OC(C)(C)C)C=C1)C#N